2-(2-hydroxy-3,5-dicumyl-phenyl)benzotriazole OC1=C(C=C(C=C1C(C)(C)C1=CC=CC=C1)C(C)(C)C1=CC=CC=C1)N1N=C2C(=N1)C=CC=C2